(7-(benzyloxy)-4-chloroquinolin-3-yl)(2,4-dimethylphenyl)methanol C(C1=CC=CC=C1)OC1=CC=C2C(=C(C=NC2=C1)C(O)C1=C(C=C(C=C1)C)C)Cl